tert-butyl [3-({3-[(2E)-3-(dimethylamino)prop-2-enyl]-4-methoxypyridin-2-yl}oxy)propyl]carbamate CN(/C=C/CC=1C(=NC=CC1OC)OCCCNC(OC(C)(C)C)=O)C